C(CCC)CCCCC dibutyl-carbane